NC[C@H](C(=O)O)C(C)C (R)-2-AMINOMETHYL-3-METHYL-BUTYRIC ACID